4-(4-bromophenyl)-1-(4-(trifluoromethoxy)phenyl)butane-1,3-dione BrC1=CC=C(C=C1)CC(CC(=O)C1=CC=C(C=C1)OC(F)(F)F)=O